N-(2-(1-methyl-1H-imidazol-2-yl)-5,6-diphenylpyrrolo[2,1-f][1,2,4]triazin-4-yl)methanesulfonamide CN1C(=NC=C1)C1=NN2C(C(=N1)NS(=O)(=O)C)=C(C(=C2)C2=CC=CC=C2)C2=CC=CC=C2